2-((2-nitrophenyl)ethynyl)pyridine [N+](=O)([O-])C1=C(C=CC=C1)C#CC1=NC=CC=C1